6'-Chloro-N-(1-(2-fluoroethyl)piperidin-4-yl)-5-((1-methylpiperidin-4-yl)oxy)-[2,3'-bipyridin]-4'-amine ClC1=CC(=C(C=N1)C1=NC=C(C=C1)OC1CCN(CC1)C)NC1CCN(CC1)CCF